COC(=O)C1=CC2=C(N=C(N2CC2=CN=CN2CC)CC2CC=C(CC2)C2=NC=C(C(=N2)O)F)S1 ((1-ethyl-1H-imidazol-5-yl)methyl)-2-((4-(5-fluoro-4-hydroxypyrimidin-2-yl)cyclohex-3-en-1-yl)methyl)-1H-thieno[2,3-d]imidazole-5-carboxylic acid methyl ester